3-hydroxy-5-(hydroxymethyl)piperidine-1-carboxylic acid benzyl ester C(C1=CC=CC=C1)OC(=O)N1CC(CC(C1)CO)O